C(CC)(=O)OC(COC)CN1CCC(CC1)NC1=C2C=C(N(C2=CC=C1)CC(F)(F)F)C#CCNC1=C(C=C(C=C1)C(NC)=O)OC 1-methoxy-3-(4-{[2-(3-{[2-methoxy-4-(methylcarbamoyl)phenyl]amino} prop-1-yn-1-yl)-1-(2,2,2-trifluoroethyl)-1H-indol-4-yl]amino}piperidin-1-yl)propan-2-yl propanoate